C(C)(C)(C)C=1C=C(C=C(C1O)C(C)(C)C)CCC(=O)OC[C@H](OC(CCC1=CC(=C(C(=C1)C(C)(C)C)O)C(C)(C)C)=O)[C@@H](OC(CCC1=CC(=C(C(=C1)C(C)(C)C)O)C(C)(C)C)=O)[C@H](OC(CCC1=CC(=C(C(=C1)C(C)(C)C)O)C(C)(C)C)=O)[C@H](OC(CCC1=CC(=C(C(=C1)C(C)(C)C)O)C(C)(C)C)=O)COC(CCC1=CC(=C(C(=C1)C(C)(C)C)O)C(C)(C)C)=O sorbitol hexa[3-(3,5-ditert-butyl-4-hydroxy-phenyl)-propionate]